tert-butyl (4S)-4-[3-[[6-[(6-tert-butyl-2-fluoro-pyridine-3-carbonyl)sulfamoyl]-2-pyridyl]amino]-3-(5-chloro-2-pyridyl)propyl]-2,2-dimethyl-pyrrolidine-1-carboxylate C(C)(C)(C)C1=CC=C(C(=N1)F)C(=O)NS(=O)(=O)C1=CC=CC(=N1)NC(CC[C@H]1CC(N(C1)C(=O)OC(C)(C)C)(C)C)C1=NC=C(C=C1)Cl